5-carboxy cytidine-5'-triphosphate P(O)(=O)(OP(=O)(O)OP(=O)(O)O)OC[C@@H]1[C@H]([C@H]([C@@H](O1)N1C(=O)N=C(N)C(=C1)C(=O)O)O)O